(S)-1'-(8-((4-([1,2,4]triazolo[1,5-a]pyridin-7-yloxy)-3-methylphenyl)amino)pyrimido[5,4-d]pyrimidin-2-yl)-3-methylene-[1,3'-bipyrrolidin]-2-one N=1C=NN2C1C=C(C=C2)OC2=C(C=C(C=C2)NC2=NC=NC1=C2N=C(N=C1)N1C[C@H](CC1)N1C(C(CC1)=C)=O)C